bis[4-(2-hydroxyethoxycarbonyl) benzyl] trithiocarbonate C(SCC1=CC=C(C=C1)C(=O)OCCO)(SCC1=CC=C(C=C1)C(=O)OCCO)=S